methyl 4,4-difluoro-2-(1-methylpyrazol-4-yl)butanoate FC(CC(C(=O)OC)C=1C=NN(C1)C)F